N-hydroxy-N-methyl-5-((1-(4-(trifluoromethyl)phenyl)-1H-1,2,4-triazol-3-yl)amino)pyridineamide cerium lithium phosphate P(=O)([O-])([O-])[O-].[Li+].[Ce+3].ON(C(=O)C1=NC=C(C=C1)NC1=NN(C=N1)C1=CC=C(C=C1)C(F)(F)F)C